1-benzyl 2-phenethyl (S)-pyrrolidine-1,2-dicarboxylate N1([C@@H](CCC1)C(=O)OCCC1=CC=CC=C1)C(=O)OCC1=CC=CC=C1